C(C)(C)(C)OC(=O)N1CC2=C(CC1)NN=C2C(=O)N2CCC(CC2)C2=CC(=CC(=C2)C(F)(F)F)C(F)(F)F 3-(4-(3,5-bis(trifluoromethyl)phenyl)piperidine-1-carbonyl)-6,7-dihydro-1H-pyrazolo[4,3-c]Pyridine-5(4H)-carboxylic acid tert-butyl ester